ClC=1C(=CC(=C(C1)S(=O)(=O)NC=1SC=CN1)F)N[C@@H](C)C1=CC(=CC(=C1)Cl)Cl (S)-5-chloro-4-((1-(3,5-dichlorophenyl)ethyl)amino)-2-fluoro-N-(thiazol-2-yl)benzenesulfonamide